ClC1=C(C=C(C=C1)N1CC2(C3=NC(=CC=C31)C(=O)N3C(CN(CC3)C3=NC(=C(C(=O)O)C(=C3)C)C)(C)C)CC(C2)(C)C)F 6-(4-(1'-(4-chloro-3-fluorophenyl)-3,3-dimethyl-1',2'-dihydrospiro[cyclobutane-1,3'-pyrrolo[3,2-b]pyridine]-5'-carbonyl)-3,3-dimethylpiperazin-1-yl)-2,4-dimethylnicotinic acid